4,4-dichlorobenzene ClC1(CC=CC=C1)Cl